N[C@@H]1CN(CC1)CC1=CC=2C(=CN=C(C2C2=CC(=C(C#N)C=C2)F)C2=CC(=C(C=C2)C)C)N1CC1CCC1 (S)-4-(2-((3-Aminopyrrolidin-1-yl)methyl)-1-(cyclobutylmethyl)-5-(3,4-dimethylphenyl)-1H-pyrrolo[2,3-c]pyridin-4-yl)-2-fluorobenzonitrile